4-iodo-5-methoxy-N-[5-(5-methylpyrazol-1-yl)-1,3,4-thiadiazol-2-yl]-6-oxopyran-2-carboxamide IC=1C=C(OC(C1OC)=O)C(=O)NC=1SC(=NN1)N1N=CC=C1C